3-methyl-5-(N-(4-(trifluoromethoxy)benzyl)-N-phenethylsulfamoyl)benzofuran-2-carboxylic acid CC1=C(OC2=C1C=C(C=C2)S(N(CCC2=CC=CC=C2)CC2=CC=C(C=C2)OC(F)(F)F)(=O)=O)C(=O)O